1,8-diazabicyclo[5.4.0]undec-7-ene triphenylbutyl-borate C1(=CC=CC=C1)C(CCCOB(O)O)(C1=CC=CC=C1)C1=CC=CC=C1.N12CCCCCC2=NCCC1